1,4-bis(vinylphenyl)butane C(=C)C1=C(C=CC=C1)CCCCC1=C(C=CC=C1)C=C